ClC=1C(=C(OCC(=O)O)C=CC1CC1=C(C(=C(C=C1)O)C(C)C)F)F 2-(3-chloro-2-fluoro-4-(2-fluoro-4-hydroxy-3-isopropylbenzyl)phenoxy)acetic acid